(1s,1'S)-(-)-(2,7-di-tert-butyl-9,9-dimethyl-9H-xanthene-4,5-diyl)bis((1-naphthyl)(phenyl)phosphine) C(C)(C)(C)C1=CC=2C(C3=CC(=CC(=C3OC2C(=C1)P(C1=CC=CC=C1)C1=CC=CC2=CC=CC=C12)P(C1=CC=CC=C1)C1=CC=CC2=CC=CC=C12)C(C)(C)C)(C)C